C1(=CC=CC=C1)OC(NC1=CC(=NO1)C(C)(C)C)=O (3-tert-butylisoxazol-5-yl)carbamic acid phenyl ester